2-(2-(2-(2-aminoethoxy)ethoxy)ethyl)-3-(2,6,8-trimethyl-1,2,3,4-tetrahydroisoquinolin-4-yl)benzenesulfonamide hydrochloride Cl.NCCOCCOCCC1=C(C=CC=C1C1CN(CC2=C(C=C(C=C12)C)C)C)S(=O)(=O)N